silver α-ethylacetoacetate C(C)C(C(=O)[O-])C(=O)C.[Ag+]